N,N-diethylaminoethyl 2-[1-[[(1R)-1-[3-[2-(7-chloroquinolinyl)ethenyl]phenyl]-3-[2-(2-hydroxypropanyl)phenyl]propyl]sulfanylmethyl]cyclopropyl]acetate ClC1=CC=C2C=CC(=NC2=C1)C=CC=1C=C(C=CC1)[C@@H](CCC1=C(C=CC=C1)CC(C)O)SCC1(CC1)CC(=O)OCCN(CC)CC